ClC1=CC=C(C=C1)[C@H](CC(=O)O)N1[C@@](C2=C(C=C(C=C2C1=O)[C@@](CC)(O)C1(CCOCC1)F)F)(OC([2H])([2H])[2H])C1=CC=C(C=C1)Cl (3S)-3-(4-chlorophenyl)-3-[(1R)-1-(4-chlorophenyl)-7-fluoro-5-[(1R)-1-(4-fluorooxan-4-yl)-1-hydroxypropyl]-1-trideuteriomethoxy-3-oxo-2,3-dihydro-1H-isoindol-2-yl]propanoic acid